C(N)(=O)CC1=CC=C(C=C1)NC(=O)C1CC(CCC1C(C)C)C N-(4-(carbamoylmethyl)phenyl)-menthyl-carboxamide